COCCNC(C(=C)C)=O N-(2-methoxyethyl)-methacrylamide